COC(C#CC(C)(C)N)=S 4-amino-4-methyl-2-pentynethioic acid (S)-methyl ester